ClC1=C(C=O)C(=CC=N1)I 2-chloro-4-iodonicotinaldehyde